(S or R)-3,3,3-trifluoro-2-hydroxy-2-phenylpropanoic acid FC([C@@](C(=O)O)(C1=CC=CC=C1)O)(F)F |o1:2|